1-[5-(5-fluoro-2-methoxypyridin-4-yl)-1-[[2-(trimethylsilyl)ethoxy]methyl]pyrazole-3-carbonyl]-2-methyl-N-[(1r,4r)-4-hydroxy-4-(trifluoromethyl)cyclohexyl]piperidine-4-carboxamide FC=1C(=CC(=NC1)OC)C1=CC(=NN1COCC[Si](C)(C)C)C(=O)N1C(CC(CC1)C(=O)NC1CCC(CC1)(C(F)(F)F)O)C